ClC=1N=C(SC1)N1N=C(C=C1)CC(=O)NC1=NNC(=C1)C1CC1 2-(1-(4-chlorothiazol-2-yl)-1H-pyrazol-3-yl)-N-(5-cyclopropyl-1H-pyrazol-3-yl)acetamide